NC1=C(C=C(C=C1)P1(CCN(CC1)C(=O)C1CC1)=O)OC (4-(4-amino-3-methoxyphenyl)-4-oxido-1,4-azaphosphinan-1-yl)(cyclopropyl)methanone